tert-butyl (3R,4R)-3-((2-chloro-7-tosyl-7H-pyrrolo[2,3-d]pyrimidin-4-yl)(methyl)amino)-4-methylpiperidine-1-carboxylate ClC=1N=C(C2=C(N1)N(C=C2)S(=O)(=O)C2=CC=C(C)C=C2)N([C@H]2CN(CC[C@H]2C)C(=O)OC(C)(C)C)C